BrC1=C(C=C2NC(C=3N(C2=C1)C=NC3)=O)C 8-bromo-7-methylimidazo[1,5-a]quinoxalin-4(5H)-one